C(C)(C)(C)OC(=O)N1C2CC(C(C1C)C2)OCC=2C(=NOC2C2CC2)C2=C(C=CC=C2Cl)Cl 5-[[5-cyclopropyl-3-(2,6-dichlorophenyl)-1,2-oxazol-4-yl]methoxy]-3-methyl-2-azabicyclo[2.2.1]heptane-2-carboxylic acid tert-butyl ester